CC1=CCS(=O)(=O)OCC1 3-methyl-2-pentene-1,5-sultone